COC(=O)[C@H]1N(C(C1)=O)C(NC1=CC=C(C=C1)CNC(CCOCCOCCOCCOCCN=[N+]=[N-])=O)=O (S)-1-((4-(17-azido-3-oxo-6,9,12,15-tetraoxa-2-aza-heptadecyl)phenyl)carbamoyl)-4-oxoazetidine-2-carboxylic acid methyl ester